(3-(4-(pyridin-2-yl)-1H-1,2,3-triazol-1-yl)phenyl)methylamine N1=C(C=CC=C1)C=1N=NN(C1)C=1C=C(C=CC1)CN